ClC=1C=C2C(=NC1)C(=CO2)C2=CC=C(C=C2)C(C)C 6-chloro-3-(4-isopropylphenyl)furo[3,2-b]pyridine